BrCCOC=1C=C2C(N(C(C2=CC1)=O)C1C(NC(CC1)=O)=O)=O 5-(2-bromoethoxy)-2-(2,6-dioxopiperidin-3-yl)isoindoline-1,3-dione